ClC=1C(=C(C=CC1)NCC(=O)N1[C@@H]2CC([C@H]([C@@H]1C(=O)N[C@@H](C[C@@H]1C(NCCC1)=O)C#N)CC2)(F)F)C (1S,3R,4S)-2-((3-chloro-2-methylphenyl)glycyl)-N-((S)-1-cyano-2-((R)-2-oxopiperidin-3-yl)ethyl)-5,5-difluoro-2-azabicyclo[2.2.2]octane-3-carboxamide